1-(3-((4,4-bis(((Z)-oct-5-en-1-yl)oxy)butanoyl)oxy)-2-(hydroxymethyl)propyl) 7-(3-butylnonyl) heptanedioate C(CCCCCC(=O)OCCC(CCCCCC)CCCC)(=O)OCC(COC(CCC(OCCCC\C=C/CC)OCCCC\C=C/CC)=O)CO